(3S,6S,9S,12S,15S)-6-(aminomethyl)-15-butyl-9-cyclohexyl-16-(cyclopropylmethyl)-3-((S)-1-hydroxyethyl)-12-isobutyl-13-methyl-1,4,7,10,13,16-hexaazacyclooctadecane-2,5,8,11,14-pentaone NC[C@H]1C(N[C@H](C(NCCN([C@H](C(N([C@H](C(N[C@H](C(N1)=O)C1CCCCC1)=O)CC(C)C)C)=O)CCCC)CC1CC1)=O)[C@H](C)O)=O